S1C=NC2=C1C=C(C=C2)NNC(=O)N=N Benzo[d]thiazol-6-ylcarbazone